BrC=1C(=C(C(=NC1)C(F)(F)F)F)SCCC(=O)O 3-((5-bromo-3-fluoro-2-(trifluoromethyl)pyridin-4-yl)thio)propanoic acid